N-{9-[(2R,6S)-6-(hydroxymethyl)-4-tritylmorpholin-2-yl]purine-6-yl}benzamide OC[C@H]1O[C@H](CN(C1)C(C1=CC=CC=C1)(C1=CC=CC=C1)C1=CC=CC=C1)N1C2=NC=NC(=C2N=C1)NC(C1=CC=CC=C1)=O